N-[5-[[[6-[cyclopropyl-[[4-(trifluoromethyl)phenyl]methyl]amino]-5-fluoro-pyrimidin-4-yl]amino]methyl]-3-fluoro-2-pyridyl]methanesulfonamide C1(CC1)N(C1=C(C(=NC=N1)NCC=1C=C(C(=NC1)NS(=O)(=O)C)F)F)CC1=CC=C(C=C1)C(F)(F)F